CN1C=NC2=C1C(=C(C=C2C2=CC=C(C=C2)OC(F)(F)F)C#N)C=C 3-Methyl-7-[4-(trifluoromethoxy)phenyl]-4-vinyl-benzimidazole-5-carbonitrile